FC1(CN(C1)CC=1C(=NC(=CC1C1=C2C(=NC=C1)C=C(S2)CN2C(C1C(C1C2=O)(C)C)=O)C(F)(F)F)C)F 3-((7-(3-((3,3-difluoroazetidin-1-yl)methyl)-2-methyl-6-(trifluoromethyl)pyridin-4-yl)thieno[3,2-b]pyridin-2-yl)methyl)-6,6-dimethyl-3-azabicyclo[3.1.0]hexane-2,4-dione